(3R,5S)-4-(3-(6-((R)-3,4-Dimethylpiperazin-1-yl)pyridin-3-yl)-1H-pyrazolo[4,3-d]pyrimidin-5-yl)-3,5-dimethylpiperazin C[C@@H]1CN(CCN1C)C1=CC=C(C=N1)C1=NNC2=C1N=C(N=C2)N2[C@@H](CNC[C@@H]2C)C